[N+](=O)([O-])C(CC1=CC(=CS1)C(=O)N1CCN(CC1)C1=NC=C(C=N1)C(F)(F)F)C (5-(2-nitropropyl)thiophen-3-yl)(4-(5-(trifluoromethyl)pyrimidin-2-yl)piperazin-1-yl)methanone